(((9H-fluoren-9-yl)methoxy)carbonyl)-L-alanyl-L-alanyl-L-alanine C1=CC=CC=2C3=CC=CC=C3C(C12)COC(=O)N[C@@H](C)C(=O)N[C@@H](C)C(=O)N[C@@H](C)C(=O)O